BrC=1C=C2C(=NC1)COC(=C2O)C(=O)OC methyl 3-bromo-5-hydroxy-8H-pyrano[3,4-b]pyridine-6-carboxylate